BrC=1C2(C3=CC=CC(=C3C1)Cl)CCC1(CC2)NC(NC1=O)=O bromo-4''-chlorodispiro[imidazolidine-4,1'-cyclohexane-4',1''-indene]-2,5-dione